4-oxo-1-((S)-1-(6-(trifluoromethyl)-pyridin-3-yl)ethyl)-4,5-dihydro-1H-pyrazolo[3,4-d]pyrimidine-3-carbonitrile O=C1C2=C(N=CN1)N(N=C2C#N)[C@@H](C)C=2C=NC(=CC2)C(F)(F)F